NC1=C(C=CC=C1)NC(CCCCCCCOC=1C=C(C=C2C(=NC=NC12)C)C=1C=NC(=CC1)OC)=O N-(2-aminophenyl)-8-((6-(6-methoxypyridin-3-yl)-4-methylquinazolin-8-yl)oxy)octanamide